NC([C@H](C[C@H]1C(NCCC1)=O)NC([C@@H](CC1CC1)C1(CC=2C(=CN=CC2Cl)N1)C(=O)N)=O)=O (1S)-2-[[((1S)-2-amino-2-oxo-1-[[(3S)-2-oxo-3-piperidyl]methyl]ethyl)amino]-1-(cyclopropylmethyl)-2-oxo-ethyl]-4-chloro-1H-pyrrolo[2,3-c]pyridine-2-carboxamide